1-methyl-6,7-difluoroquinoxalinone CN1C(C=NC2=CC(=C(C=C12)F)F)=O